N[C@@H]1C[C@@H](C2=C1C=C(C=1C=C(N=CC21)C2CC2)S(=O)(=O)NCC(C)C)NC=2C=NC=C(C2)OC |r| cis-(7RS,9SR)-7-amino-3-cyclopropyl-9-[(5-methoxypyridin-3-yl)amino]-N-(2-methylpropyl)-8,9-dihydro-7H-cyclopenta[h]isoquinoline-5-sulfonamide